(1-(bromomethyl)cyclopropyl)carbamic acid tert-butyl ester C(C)(C)(C)OC(NC1(CC1)CBr)=O